ClC=1C(=NC=CC1)C(=O)N1CC(CC1)C1=C(C(=O)N)C=C(C=C1)OC1=C(C=CC=C1)CC 2-(1-(3-chloropyridoyl)pyrrolidin-3-yl)-5-(2-ethylphenoxy)benzamide